(R)-1-(5-fluoro-2-methylphenyl)-3-(isoquinolin-4-yl)-2-oxoimidazolidine-4-carbonitrile FC=1C=CC(=C(C1)N1C(N([C@H](C1)C#N)C1=CN=CC2=CC=CC=C12)=O)C